F[P-](F)(F)(F)(F)F.N1C=CCC1.N1C=CCC1.N1C=CCC1 trisPyrroline hexafluorophosphate